2-oxopropylphosphonic acid dimethyl ester COP(OC)(=O)CC(C)=O